CN(C)C1=CC=C(C=C1)P(C2=CC=CC=C2)C3=CC=CC=C3 4-(dimethylamino)triphenylphosphine